BrCCCCCCOC(CCCCC(OC\C=C\CCCCCC)OC\C=C\CCCCCC)=O 6,6-bis(((E)-non-2-en-1-yl)oxy)hexanoic acid 6-bromohexyl ester